3-((methylsulfonyl)amino)piperidine-1-carboxamide CS(=O)(=O)NC1CN(CCC1)C(=O)N